2-methyl-1-phenyl-2-(piperazin-1-yl)propan-1-one CC(C(=O)C1=CC=CC=C1)(C)N1CCNCC1